SC1=NC2=C(C=NC(=C2)C#N)N1 2-mercapto-3H-imidazo[4,5-c]pyridine-6-carbonitrile